ClC1=C(C=CC=C1)N1C(N=C(C2=CC(=C(C=C12)C1CC1)C#N)NC1=CN=CS1)=O 1-(2-chlorophenyl)-7-cyclopropyl-2-oxo-4-(thiazol-5-ylamino)-1,2-dihydro-quinazoline-6-carbonitrile